N-(2-(3''-chloro-4''-((2,4-difluorophenyl)methoxy-d2)-5',6''-dimethyl-2,2''-dicarbonyl-2H,2''H-[1,2':4',1''-terpyridin]-3-yl)propan-2-yl)acetamide ClC=1C(N(C(=CC1OC([2H])([2H])C1=C(C=C(C=C1)F)F)C)C1=CC(=NC=C1C)N1C(C(=CC=C1)C(C)(C)NC(C)=O)=C=O)=C=O